5-formyl-4-methyl-1-{[4-(methylsulfonyl)morpholin-2-yl]methyl}-1H-indole-2-carbonitrile C(=O)C=1C(=C2C=C(N(C2=CC1)CC1CN(CCO1)S(=O)(=O)C)C#N)C